C(C(=O)O)(=O)O.ClC=1N=C(C2=C(N1)NC=C2)C2=CC=C(C=C2)CNCCCN(C)C 2-Chloro-4-{4-[(3-dimethylaminopropyl)aminomethyl]phenyl}-7H-pyrrolo[2,3-d]pyrimidine oxalate